2-ethylbutyric acid ((2S,3R,4R)-4-(3,4-dimethoxybenzyl)-2-(4-fluorophenyl)tetrahydrofuran-3-yl)methyl ester COC=1C=C(C[C@@H]2[C@@H]([C@H](OC2)C2=CC=C(C=C2)F)COC(C(CC)CC)=O)C=CC1OC